4-tert-butyl-5-(1H-imidazol-1-yl)thiazol-2-amine C(C)(C)(C)C=1N=C(SC1N1C=NC=C1)N